4,4'-chloro(phenyl)methylene-bis(methoxybenzene) ClC(C1=CC=C(C=C1)OC)(C1=CC=C(C=C1)OC)C1=CC=CC=C1